4'-chloro-3-fluoro[1,1'-biphenyl]-2-carboxylic acid ClC1=CC=C(C=C1)C=1C(=C(C=CC1)F)C(=O)O